potassium bromate oxide Br(=O)(=O)([O-])=O.[K+]